tert-Butyl 4-(3,4-diaminophenyl)piperazine-1-carboxylate NC=1C=C(C=CC1N)N1CCN(CC1)C(=O)OC(C)(C)C